Cl.C(C(O)C)(=O)[O-].[Na+] sodium lactate, hydrochloride